(S)-N-(6-cyano-1-(4-fluorophenyl)-1H-benzo[d]imidazol-2-yl)-2,3,3-trimethylbutanamide C(#N)C=1C=CC2=C(N(C(=N2)NC([C@H](C(C)(C)C)C)=O)C2=CC=C(C=C2)F)C1